C(CCC)N(C(=O)C1=CSC2=C1N=CN=C2N(/N=C/C=2C=CC1=C(COB1O)C2)CC)CCCC N,N-Dibutyl-4-[ethyl-[(E)-(1-hydroxy-3H-2,1-benzoxaborol-5-yl)methylenamino]-amino]thieno[3,2-d]pyrimidin-7-carboxamid